C1(=C(C(=CC(=C1)C)C)S(=O)(=O)[O-])C.N[N+]1=C(C(=NC(=C1)C1=CC=C(C=C1)Cl)C=1C=NN(C1)C)N 1,2-diamino-5-(4-chlorophenyl)-3-(1-methyl-1H-pyrazol-4-yl)pyrazin-1-ium mesitylenesulfonate